di-tert-Butyl 1-(4-(Dimethylcarbamoyl)benzyl)-2-(2-(trifluoromethoxy)ethyl)hydrazine-1,2-dicarboxylate CN(C(=O)C1=CC=C(CN(N(C(=O)OC(C)(C)C)CCOC(F)(F)F)C(=O)OC(C)(C)C)C=C1)C